N-methyl-oleylamine CNCCCCCCCC\C=C/CCCCCCCC